FC(C=1C=C(C=C(C1)C(F)(F)F)C1=NN(C=N1)/C=C(/C(=O)N)\C=1C=NC(=NC1)F)(F)F (E)-3-(3-(3,5-bis(trifluoromethyl)phenyl)-1H-1,2,4-triazol-1-yl)-2-(2-fluoropyrimidin-5-yl)acrylamide